FC=1C=2N(C=C(C1)C1CCN(CC1)C1CC3CCC(C1)N3C3CCOCC3)C=C(N2)C2=CC=C(C=C2)S(=O)(=O)C 8-fluoro-2-(4-(methylsulfonyl)phenyl)-6-(1-(8-(tetrahydro-2H-pyran-4-yl)-8-azabicyclo[3.2.1]oct-3-yl)piperidin-4-yl)imidazo[1,2-a]pyridine